BrCC(=O)C1=C(C(=CC=C1)C)O 2-bromo-1-(2-hydroxy-3-methylphenyl)ethan-1-one